FC([C@H]1[C@@H](C1)N1N=NC(=C1)[C@H](C=1C(=NC(=CC1)F)C)NC=1C=C2C(=C(C=NC2=C(C1)C#N)C#N)NCC(C)(C)C)F 6-(((S)-(1-((1R,2R)-2-(difluoromethyl)cyclopropyl)-1H-1,2,3-triazol-4-yl)(6-fluoro-2-methylpyridin-3-yl)methyl)amino)-4-(neopentylamino)quinoline-3,8-dicarbonitrile